2,2-dimethyl-2-silapentane-5-sulfonic acid-d C[Si](C)(CCCS(=O)(=O)O[2H])C